BrC1=C(N=C2N1C=CC=C2C(C(F)(F)F)O)C(=O)O (6S)-bromo-8-(2,2,2-trifluoro-1-hydroxyethyl)imidazo[1,2-a]pyridine-2-carboxylic acid